methyl (R)-3-((1-aminobutane-2-yl) oxy)-8-fluoro-2-naphthoate hydrochloride Cl.NC[C@@H](CC)OC=1C(=CC2=C(C=CC=C2C1)F)C(=O)OC